7-octyl-dimethyl-chlorosilane CCCCCCC(C)[Si](Cl)(C)C